(2-(naphthalen-1-yl)phenyl)bis(thiophen-2-yl)phosphine C1(=CC=CC2=CC=CC=C12)C1=C(C=CC=C1)P(C=1SC=CC1)C=1SC=CC1